C(C)(=O)C[C@@H]([C@H]([C@H]([C@@H](C=O)O)O)O)O 6-acetylfucose